ClC1=CC=C(C=C1)S(=O)(=O)/C=C/CNC(=O)C=1C(NC=2CCN(CC2C1)C(=O)NC1CC1)=O N3-[(2E)-3-(4-chlorobenzenesulfonyl)prop-2-en-1-yl]-N6-cyclopropyl-2-oxo-1,2,5,6,7,8-hexahydro-1,6-naphthyridine-3,6-dicarboxamide